C(CCC(=O)OCC)(=O)OCC diethyl 1,4-butanedioate